ClC1=C(C=CC2=C1OCCC=C2OS(=O)(=O)C(F)(F)F)OC(C(C)(C)C)=O pivalic acid 9-chloro-5-(((trifluoromethyl) sulfonyl) oxy)-2,3-dihydrobenzo[b]Oxepin-8-yl ester